C(C)(C)(C)OC(=O)N1CC(C1)(OCS(=O)(=O)C)C 3-methyl-3-((methylsulfonyl)methoxy)azetidine-1-carboxylic acid tert-butyl ester